4-Methyl-2-(8-methyl-5,6,7,8-tetrahydroimidazo[1,5-a]pyrazin-3-yl)thiazole CC=1N=C(SC1)C1=NC=C2N1CCNC2C